5-(3-((3S,4R)-1-(2-methoxyethyl)-4-phenylpyrrolidin-3-yl)ureido)-1-phenyl-1H-pyrazole-3-carboxylic acid COCCN1C[C@H]([C@@H](C1)C1=CC=CC=C1)NC(NC1=CC(=NN1C1=CC=CC=C1)C(=O)O)=O